(2-pyridylmethyl)pyrazolo[4,3-b]pyridin N1=C(C=CC=C1)CC1=NNC=2C1=NC=CC2